N-[4-(cyanomethoxy)-2,5-difluorophenyl]-6-fluoro-1H-indole-3-sulphonamide C(#N)COC1=CC(=C(C=C1F)NS(=O)(=O)C1=CNC2=CC(=CC=C12)F)F